(Z)-5-(pyridin-3-ylethynyl)thiophene-2-carbaldehyde oxime hydrochloride Cl.N1=CC(=CC=C1)C#CC1=CC=C(S1)\C=N/O